N-[1-[2,2-difluoro-1-methyl-ethyl]-3-(oxetan-3-yloxy)pyrazol-4-yl]formamide FC(C(C)N1N=C(C(=C1)NC=O)OC1COC1)F